5-(1-propynyl)-2'-O-methylcytidine CC#CC1=CN(C(=O)N=C1N)[C@H]2[C@@H]([C@@H]([C@H](O2)CO)O)OC